FC=1C=C(CC=2N(C=3C(=C4CC[C@@H](N(C4=CC3)C(=O)OC)C)N2)C2CCCCC2)C=CC1C (1R,3R)-3-((S)-2-(3-Fluoro-4-methylbenzyl)-6-(methoxycarbonyl)-7-methyl-6,7,8,9-tetrahydro-3H-imidazo[4,5-f]chinolin-3-yl)cyclohexan